cholest-6(5)-en-3β,7,25-triol CC(C)(CCC[C@@H](C)[C@H]1CC[C@H]2[C@@H]3C(C=C4C[C@H](CC[C@]4(C)[C@H]3CC[C@]12C)O)O)O